C(C)(C)(C)OC(NC1CN(C1)C=1SC(=CN1)C1=C(C=C(C=C1)NC(C)=O)S(NC(C)(C)C)(=O)=O)=O [1-[5-[4-acetamido-2-(tert-butylsulfamoyl)phenyl]Thiazol-2-yl]Azetidin-3-yl]Carbamic acid tert-butyl ester